3-(3,5-bis(trifluoromethyl)phenyl)-1H-1,2,4-triazole (Z)-3-methyl-iodolacrylate CC1=C([IH]C=C1)\C=C/C(=O)O.FC(C=1C=C(C=C(C1)C(F)(F)F)C1=NNC=N1)(F)F